FC1(CN(CC1)C=1C=C2CCCC(C2=CC1)=O)F 6-(3,3-difluoropyrrolidin-1-yl)-3,4-dihydronaphthalen-1(2H)-one